(R*)-ethyl 6-(bromomethyl)-4-(2-chloro-4-fluorophenyl)-2-(thiazol-2-yl)-1,4-dihydropyrimidine-5-carboxylate BrCC1=C([C@@H](N=C(N1)C=1SC=CN1)C1=C(C=C(C=C1)F)Cl)C(=O)OCC |o1:4|